4,4'-bis-(2-bromoethoxy)biphenyl BrCCOC1=CC=C(C=C1)C1=CC=C(C=C1)OCCBr